C(C)(C)(C)OC(=O)N[C@H](CCC(=O)O)CC(C)C (R)-4-(t-butoxycarbonyl)amino-6-methylheptanoic acid